CN1C(NC(C2=CC=CC=C12)=O)C=1C(=NNC1)C1=CC=C(C#N)C=C1 4-[4-(1-Methyl-4-oxo-2,3-dihydroquinazolin-2-yl)-1H-pyrazol-3-yl]benzonitrile